biphenyl-dicarboxaldehyde C1(=C(C(=CC=C1)C=O)C=O)C1=CC=CC=C1